2,2,3,3,3-pentafluoropropanoyl 2,2,3,3,3-pentafluoropropanoate FC(C(=O)OC(C(C(F)(F)F)(F)F)=O)(C(F)(F)F)F